methyl (E)-1-(2-(((tert-butoxycarbonyl)amino) methyl)-3-fluoroallyl)-1H-pyrazole-3-carboxylate C(C)(C)(C)OC(=O)NC/C(/CN1N=C(C=C1)C(=O)OC)=C\F